tert-Butyl (6-bromo-5-{[(4-methylphenyl)sulfonyl]amino}pyridin-2-yl)carbamate BrC1=C(C=CC(=N1)NC(OC(C)(C)C)=O)NS(=O)(=O)C1=CC=C(C=C1)C